BrC=1C(=NN2C1CNCC2)C2=CC=C(C=C2)F 3-bromo-2-(4-fluorophenyl)-4,5,6,7-tetrahydropyrazolo[1,5-a]pyrazine